CN(CC(=O)N(C)C1CNCC1)C 3-(2-(dimethylamino)-N-methylacetamido)pyrrolidin